ClC1=CC=C2C=C(C(OC2=C1)=O)C(=O)O 7-Chloro-3-carboxycoumarin